OC1=C(CNC2=C3N=CN(C3=NC=N2)C2[C@H](O)[C@@H](O)[C@H](O)[C@H](O2)CO)C=CC(=C1O)OC 6-(2,3-dihydroxy-4-methoxybenzylamino)-9-glucopyranosylpurine